N-cycloheptyl-5-hydroxy-2-methyl-2-(4-methylpent-3-en-1-yl)-7-pentyl-2H-chromen-6-carboxamide C1(CCCCCC1)NC(=O)C=1C(=C2C=CC(OC2=CC1CCCCC)(CCC=C(C)C)C)O